1-(2-methoxyethyl)-1H-imidazole-2-carbonitrile COCCN1C(=NC=C1)C#N